BrC=1C(=C2C=CN(C2=CC1)C)F 5-bromo-4-fluoro-1-methyl-1H-indole